C(C)(C)(C)C1=CC=C(C=C1)C(C)O 1-(4-tert-butylphenyl)ethan-1-ol